(E)-1H-pyridin-2-one N1C(C=CC=C1)=O